CCCCCCCCCCCCCC(=O)OC[C@@H]1[C@H]([C@@H]([C@](O1)(CO)O[C@@H]2[C@@H]([C@H]([C@@H]([C@H](O2)CO)O)O)O)O)O sucrose monomyristate